O1C=CC=CO1 6,1-dioxin